FC1=CC(=C(C=C1C=1C=NC(=NC1)N1C[C@H](O[C@H](C1)C)C)NC(=O)C1=CNC(C=C1C(F)(F)F)=O)N1C[C@@H](N([C@H](C1)C)C)C |r| N-[4-fluoro-5-[2-[rac-(2R,6S)-2,6-dimethylmorpholin-4-yl]pyrimidin-5-yl]-2-[rac-(3S,5S)-3,4,5-trimethylpiperazin-1-yl]phenyl]-6-oxo-4-(trifluoromethyl)-1H-pyridine-3-carboxamide